C(CC)N(C(=O)COC(C)=O)CCC acetic acid dipropylcarbamoylmethyl ester